[Na].ClC1=NC(=NC(=C1)Cl)S(=O)(=O)N 4,6-dichloro-2-pyrimidinylsulfonamide sodium salt